N-[(4,5-dichloro-2-hydroxyphenyl)([1-[(5-methyl-1,2-oxazol-3-yl)methyl]piperidin-4-yl])methyl]-2-methylpropane-2-sulfinamide ClC1=CC(=C(C=C1Cl)C(NS(=O)C(C)(C)C)C1CCN(CC1)CC1=NOC(=C1)C)O